gamma-[N-(beta-aminoethyl)amino]propylmethyldimethoxysilane NCCNCCC[Si](OC)(OC)C